[5-(trifluoromethyl)-1H-pyrrolo[2,3-b]pyridin-4-yl]methanone FC(C=1C(=C2C(=NC1)NC=C2)C=O)(F)F